C(CCC)[SH-](P(=S)([S-])[O-])(CCCC)CCCC S,S,S-TRIBUTYLTRITHIOPHOSPHATE